COC=1C=C(C=C(C1C)OC)[C@H]([C@H](CC=1SC=2C(N1)=C(C=C(C2)C)C(=O)O)OCC(C)C)O ((2S,3R)-3-(3,5-dimethoxy-4-methylphenyl)-3-hydroxy-2-isobutoxypropyl)-6-methylbenzo[d]thiazole-4-carboxylic acid